5-(2-chloro-5-(isobutyrylaminomethyl)benzoylamino)-1-(3-methoxypropyl)-N-(4-(trifluoromethyl)phenyl)-1H-indole-2-carboxamide ClC1=C(C(=O)NC=2C=C3C=C(N(C3=CC2)CCCOC)C(=O)NC2=CC=C(C=C2)C(F)(F)F)C=C(C=C1)CNC(C(C)C)=O